OC1=CC=C(C=C1)C#CC1=CC=CC=C1 1-(4-hydroxyphenyl)-2-phenylacetylene